ClC1=C(C=C(C=C1)NC(OC(C)(C)C)=O)C(NC1=C(C=C(C=C1F)C#CC1=CC=CC=C1)F)=O tert-butyl N-[4-chloro-3-[[2,6-difluoro-4-(2-phenylethynyl)phenyl]carbamoyl] phenyl]carbamate